ClC1=C(C=CC(=C1)C(F)(F)F)CC(C(=O)O)(F)F 2-chloro-α,α-difluoro-4-(trifluoromethyl)-benzenepropanoic acid